2-(2,6-dioxopiperidin-3-yl)-5-((3-(trans-3-(4-(6-(4-methylpiperazin-1-yl)pyridin-2-yl)-1H-pyrazol-1-yl)cyclobutyl)propyl)amino)isoindoline-1,3-dione O=C1NC(CCC1N1C(C2=CC=C(C=C2C1=O)NCCC[C@@H]1C[C@H](C1)N1N=CC(=C1)C1=NC(=CC=C1)N1CCN(CC1)C)=O)=O